(S)- and (R)-4-(2-((2-(6-(1-methyl-1H-pyrazol-4-yl)-1H-indol-3-yl)-2-oxo-1-phenylethyl)amino)ethyl)benzonitrile CN1N=CC(=C1)C1=CC=C2C(=CNC2=C1)C([C@H](C1=CC=CC=C1)NCCC1=CC=C(C#N)C=C1)=O |r|